3-(3,5-difluoroanilino)-2-methyl-3-oxo-propionic acid FC=1C=C(NC(C(C(=O)O)C)=O)C=C(C1)F